C1(CC1)CCN(C1=C2CN(C(C2=CC=C1)=O)C1C(NC(CC1)=O)=O)C1CCC(CC1)NCC(F)F 3-{4-[(2-cyclopropylethyl)[(1r,4r)-4-[(2,2-difluoroethyl)amino]cyclohexyl]amino]-1-oxo-3H-isoindol-2-yl}piperidine-2,6-dione